O=CCCCCNC(OC(C)(C)C)=O tert-butyl (5-oxopentyl)carbamate